C1(CC1)C1=CC(=NN1)NC1=NC(=NC=C1)N(C1CCC(CC1)NC(=O)N1CC(C1)C=1N=NN(N1)C)C N-((1R,4R)-4-((4-((5-cyclopropyl-1H-pyrazol-3-yl)amino)pyrimidin-2-yl)(methyl)amino)cyclohexyl)-3-(2-methyl-2H-tetrazol-5-yl)azetidine-1-carboxamide